ClC=1C=C(C=CC1F)N(S(=O)(=O)CCN1CCN(CC1)S(=O)(=O)C)CC1=C(C=C(C=C1)C=1OC(=NN1)C(F)F)F N-(3-chloro-4-fluorophenyl)-N-(4-(5-(difluoromethyl)-1,3,4-oxadiazol-2-yl)-2-fluorobenzyl)-2-(4-(methylsulfonyl)piperazin-1-yl)ethane-1-sulfonamide